CN([C@H](C(C)C)C(=O)O)C(=O)C1=CC2=C(C(C=3C(=NSN3)C2=O)=O)S1 methyl-(4,8-dioxo-4,8-dihydrothieno[2',3':4,5]benzo[1,2-c][1,2,5]thiadiazole-6-carbonyl)-D-valine